(3,5-difluoro-4-methoxyphenyl)(spiro[benzo[b][1,4]thiazine-2,1'-cyclopropane]-4(3H)-yl)methanone FC=1C=C(C=C(C1OC)F)C(=O)N1C2=C(SC3(CC3)C1)C=CC=C2